5-Cyclopropyl-1-methyl-2-[2-methyl-6-(propan-2-yl)-2H-pyrazolo[3,4-b]pyridin-5-yl]-1H-imidazole C1(CC1)C1=CN=C(N1C)C1=CC=2C(N=C1C(C)C)=NN(C2)C